N-(4-(4-Amino-6-ethynyl-5-(quinolin-3-yl)-7H-pyrrolo[2,3-d]pyrimidin-7-yl)-bicyclo-[2.2.1]heptan-1-yl)acetamide NC=1C2=C(N=CN1)N(C(=C2C=2C=NC1=CC=CC=C1C2)C#C)C21CCC(CC2)(C1)NC(C)=O